S1C(=NC2=C1C=CC=C2)C([C@H](C[C@H]2C(NCC2)=O)NC(=O)[C@@H]2[C@H]1C([C@H]1CN2C([C@@H](NS(=O)(=O)C(C)(C)C)C(C)C)=O)(C)C)=O (1R,2S,5S)-N-{(2S)-1-(1,3-benzothiazol-2-yl)-1-oxo-3-[(3S)-2-oxopyrrolidin-3-yl]propan-2-yl}-3-[N-(tert-butylsulfonyl)-L-valyl]-6,6-dimethyl-3-azabicyclo[3.1.0]hexane-2-carboxamide